tert-butyl N-[3-ethylsulfonyl-6-(trifluoromethyl)imidazo[1,2-a]pyridin-2-yl]carbamate C(C)S(=O)(=O)C1=C(N=C2N1C=C(C=C2)C(F)(F)F)NC(OC(C)(C)C)=O